S1C(=CC=C1)C1=CC=C(C=C1)N(C1=CC=C(C=C1)C=1SC=CC1)C1=CC=C(C=C1)C=1SC=CC1 tri[4-(2-thienyl)phenyl]amine